NC1=C2C(N(C(=NC2=CC=C1)C=1C=NC=CC1)C)=O 5-amino-3-methyl-2-(pyridin-3-yl)quinazolin-4(3H)-one